ClC1=C(CN2CC(C2)N2C(NC3=C2C=C(C=C3)C(=O)OC)=O)C=CC(=C1)Cl Methyl 3-(1-(2,4-dichlorobenzyl)azetidin-3-yl)-2-oxo-2,3-dihydro-1H-benzo[d]imidazole-5-carboxylate